4-(2-t-butoxy-ethoxy)-1-butanol C(C)(C)(C)OCCOCCCCO